p-hydroxyBenzhydroxamic Acid OC1=CC=C(C(=O)NO)C=C1